{1-{1-[(4,4-difluorocyclohexyl)carbonyl]piperidin-4-yl}-3-[4-(5-fluoro-1H-pyrrolo[2,3-b]pyridine-4-yl)-1H-pyrazol-1-yl]azetidine-3-yl}acetonitrile FC1(CCC(CC1)C(=O)N1CCC(CC1)N1CC(C1)(N1N=CC(=C1)C1=C2C(=NC=C1F)NC=C2)CC#N)F